4-(5-(2-Bromo-1-fluoroethyl)pyrimidin-2-yl)piperazine-1-carboxylic acid tert-butyl ester C(C)(C)(C)OC(=O)N1CCN(CC1)C1=NC=C(C=N1)C(CBr)F